6-(4-(trifluoromethyl)phenyl)nicotinonitrile FC(C1=CC=C(C=C1)C1=NC=C(C#N)C=C1)(F)F